4-(3-thienyl)-1,3-dioxolan-2-one S1C=C(C=C1)C1OC(OC1)=O